9-(4-((1-(3-Fluoropropyl)azetidin-3-yl)methyl)phenyl)-8-(1-methyl-1H-pyrrol-2-yl)-6,7-dihydro-5H-benzo[7]annulen FCCCN1CC(C1)CC1=CC=C(C=C1)C1=C(CCCC2=C1C=CC=C2)C=2N(C=CC2)C